N-(4-methoxybenzylidene)aniline COC1=CC=C(C=C1)C=NC2=CC=CC=C2